1-(1-(4-(tert-butyl)benzyl)piperidin-4-yl)-5-(trifluoromethyl)-1H-benzo[d]imidazole C(C)(C)(C)C1=CC=C(CN2CCC(CC2)N2C=NC3=C2C=CC(=C3)C(F)(F)F)C=C1